3-butyl-7-chloro-8-methoxy-5-phenyl-2,3,4,5-tetrahydro-1,5-benzothiazepine 1,1-dioxide C(CCC)C1CS(C2=C(N(C1)C1=CC=CC=C1)C=C(C(=C2)OC)Cl)(=O)=O